2-PYRIMIDINEACETIC ACID N1=C(N=CC=C1)CC(=O)O